[2-(3,5-dichloro-2-hydroxyphenyl)-5-[(methylamino)carbonyl]benzo[d]imidazol-1-yl]-4-methylpentanoic acid ClC=1C(=C(C=C(C1)Cl)C1=NC2=C(N1C(C(=O)O)CC(C)C)C=CC(=C2)C(=O)NC)O